tert-butyl 4-[6-(1-cyano-1-methyl-ethyl)pyrazolo[1,5-a]pyridin-3-yl]-2-(difluoromethoxy)-6-methoxy-benzoate C(#N)C(C)(C)C=1C=CC=2N(C1)N=CC2C2=CC(=C(C(=O)OC(C)(C)C)C(=C2)OC)OC(F)F